BrC=1C=C2CC(CC2=CC1)NCC1=C(C=C(C=C1)OC)OC 5-bromo-N-(2,4-dimethoxybenzyl)-2,3-dihydro-1H-inden-2-amine